CCC1CO1 3-Buten oxid